5-(((1S,2R)-2-(diethylamino)cyclopentyl)(methyl)amino)-2-(2,6-dioxopiperidin-3-yl)isoindoline-1,3-dione C(C)N([C@H]1[C@H](CCC1)N(C=1C=C2C(N(C(C2=CC1)=O)C1C(NC(CC1)=O)=O)=O)C)CC